CN1C2=CC=CC=C2C(C3=CC=CC=C31)C(=O)NCCC(=O)O The molecule is a beta-alanine derivative obtained by formal condensation of the carboxy group of (10-methyl-9,10-dihydroacridin-9-yl)carboxylic acid with the amino group of beta-alanine. It has a role as a hapten. It is a member of acridines and a beta-alanine derivative.